C1=CC=C(C=2SC3=C(C21)C=CC=C3)C3=CC(=CC(=C3)C3=CC=CC2=C3SC3=C2C=CC=C3)C3=CC=CC2=C3SC3=C2C=CC=C3 1,3,5-tri(dibenzothiophen-4-yl)-benzene